(3S,4R)-1-(5-chloro-9-oxo-xanthen-3-yl)-4-(4-chlorophenyl)pyrrolidine-3-carboxylic acid ClC1=C2OC=3C=C(C=CC3C(C2=CC=C1)=O)N1C[C@H]([C@@H](C1)C1=CC=C(C=C1)Cl)C(=O)O